CN1C(C(CC1)C(=O)OCC1=CC=CC=C1)=O benzyl 1-methyl-2-oxo-pyrrolidine-3-carboxylate